6-methoxy-N-phenylisoquinoline-1(2H)-one COC=1C=C2C=CN(C(C2=CC1)=O)C1=CC=CC=C1